N-(2-(4-(cyclopropylmethyl)piperazine-1-yl)-5-((6-((R)-3-(2,3-dichlorophenyl)isoxazolidine-2-yl)pyrimidine-4-yl)amino)-4-methoxyphenyl)acrylamide C1(CC1)CN1CCN(CC1)C1=C(C=C(C(=C1)OC)NC1=NC=NC(=C1)N1OCC[C@@H]1C1=C(C(=CC=C1)Cl)Cl)NC(C=C)=O